2-{2-[(tert-Butoxycarbonyl)amino]ethyl}-8-methyl-4,5-dihydro-2H-furo[2,3-g]indazole-7-carboxylic acid ethyl ester C(C)OC(=O)C1=C(C2=C(CCC3=CN(N=C23)CCNC(=O)OC(C)(C)C)O1)C